C(C=C)(=O)N1[C@@H](CCCC1)C(=O)NC=1C=NC=CC1C1=CC(=C(CNC(=O)C2=NOC(=N2)C(C)(C)C)C=C1)C (S)-N-(4-(3-(1-acryloylpiperidine-2-carboxamido)pyridin-4-yl)-2-methylbenzyl)-5-(tert-butyl)-1,2,4-oxadiazole-3-carboxamide